4-((5-(4-(5-((7-((3,5-difluorophenyl)ethynyl)pyrrolo[2,1-f][1,2,4]triazin-2-yl)amino)pyridin-2-yl)piperazin-1-yl)pentyl)oxy)-2-(2,6-dioxopiperidin-3-yl)isoindolin FC=1C=C(C=C(C1)F)C#CC1=CC=C2C=NC(=NN21)NC=2C=CC(=NC2)N2CCN(CC2)CCCCCOC2=C1CN(CC1=CC=C2)C2C(NC(CC2)=O)=O